Methyl (S)-3-(4-(benzyloxy)phenyl)-2-(2-(piperidin-4-yl)acetamido)propanoate hydrochloride Cl.C(C1=CC=CC=C1)OC1=CC=C(C=C1)C[C@@H](C(=O)OC)NC(CC1CCNCC1)=O